benzyldi(2-hydroxyethyl)methylammonium hydroxide [OH-].C(C1=CC=CC=C1)[N+](C)(CCO)CCO